S(=O)(=O)(ON1[C@@H]2CC[C@H](N(C1=O)C2)C(NC(C2=CC=NC=C2)=O)=N)O (2S,5R)-2-(N-isonicotinoylcarbamimidoyl)-7-oxo-1,6-diazabicyclo[3.2.1]octan-6-yl hydrogen sulfate